3'-cyano-5'-methoxy-[1,1'-biphenyl] C(#N)C=1C=C(C=C(C1)OC)C1=CC=CC=C1